C(#N)C1=C(C=CC=C1)[C@@H]([C@H](C)C=1N(C(C(=C(N1)C(=O)NC=1C=NOC1)O)=O)C)C=1C=NN(C1)CCCOC 2-((1r,2s)-1-(2-cyanophenyl)-1-(1-(3-methoxypropyl)-1H-pyrazol-4-yl)propan-2-yl)-5-hydroxy-N-(isoxazol-4-yl)-1-methyl-6-oxo-1,6-dihydropyrimidine-4-carboxamide